(R)-1-(2-(((2S,4R)-1-ethyl-4-fluoropyrrolidin-2-yl)methoxy)-7-(8-ethyl-7-Fluoro-3-hydroxynaphthalen-1-yl)-8-fluoro-5-(propynyl)pyrido[4,3-d]pyrimidin-4-yl)-3-methylpiperidin-3-ol C(C)N1[C@@H](C[C@H](C1)F)COC=1N=C(C2=C(N1)C(=C(N=C2C#CC)C2=CC(=CC1=CC=C(C(=C21)CC)F)O)F)N2C[C@@](CCC2)(O)C